Rac-(2S,3S)-2-[(3-chloro-2-fluorophenyl)methyl]-4,4-difluoro-3-[(trifluoromethanesulfonyl)oxy]pyrrolidine-1-carboxylic acid tert-butyl ester C(C)(C)(C)OC(=O)N1[C@H]([C@@H](C(C1)(F)F)OS(=O)(=O)C(F)(F)F)CC1=C(C(=CC=C1)Cl)F |r|